tripropoxyglycidoxypropyl-silane C(CC)O[Si](CCCOCC1CO1)(OCCC)OCCC